CNCCN N-METHYLETHYLENDIAMIN